n-butylylether C1CCCO1